FC=1C=C2C(=NC(=NC2=CC1OCCCN1CCCCC1)N1CCCC1)NC1CS(CCC1)(=O)=O 3-((6-fluoro-7-(3-(piperidin-1-yl)propoxy)-2-(pyrrolidin-1-yl)quinazolin-4-yl)amino)tetrahydro-2H-thiopyran 1,1-dioxide